N1(CCCC1)C(=O)C1(CC2=CC=CC=C2C1)CNC(=O)C1=CC2=C(S1)CCCCCC2 N-{[2-(pyrrolidine-1-carbonyl)-2,3-dihydro-1H-inden-2-yl]methyl}-4H,5H,6H,7H,8H,9H-cycloocta[b]thiophene-2-carboxamide